C(C)N1C(C2=CC=C(C=C2C1(C)C)NC1=NC=C(C(=C1)N[C@H](CO)C1=CC=CC=C1)C1=NC(=NO1)N1CCOCC1)=O (S)-2-ethyl-5-((4-((2-hydroxy-1-phenylethyl)amino)-5-(3-morpholino-1,2,4-oxadiazol-5-yl)pyridin-2-yl)amino)-3,3-dimethylisoindolin-1-one